C(C)(C)(C)OC(=O)N1CC2=CC=CC=C2CC1 Tert-butyl-3,4-dihydro-1H-isoquinoline-2-carboxylate